methyl 1,3-benzothiazole-5-carboxylate S1C=NC2=C1C=CC(=C2)C(=O)OC